ClC1=CC(=C(C=C1)NC=1C=NC=C(C1C)CC1=NC(=NC=C1)Cl)F N-(4-chloro-2-fluoro-phenyl)-5-[(2-chloropyrimidin-4-yl)methyl]-4-methyl-pyridin-3-amine